OC1CCN(CC1)CC[C@H](CSC1=CC=CC=C1)NC(OC(C)(C)C)=O tert-butyl (R)-(4-(4-hydroxypiperidin-1-yl)-1-(phenylthio)butan-2-yl)carbamate